ClC=1C=C(C=CC1Cl)C1=C(C=CC(=C1)F)NC(=O)C=1C(=NN(C1)C)C(F)(F)F N-(3',4'-dichloro-5-fluorobiphenyl-2-yl)-3-trifluoromethyl-1-methyl-1H-pyrazole-4-carboxamide